(3R,5R)-5-({4-[2-hydroxy-4-(trifluoromethyl)phenyl]phthalazin-1-yl}amino)piperidin OC1=C(C=CC(=C1)C(F)(F)F)C1=NN=C(C2=CC=CC=C12)N[C@@H]1CCCNC1